CNC.[Li] lithium (dimethylamine)